trans-1-[5-chloro-2-[3-methyl-5-(4-pyridin-2-yloxycyclohexyl)-1,2,4-triazol-4-yl]phenyl]-N,N-dimethylmethylamine ClC=1C=CC(=C(C1)CN(C)C)N1C(=NN=C1[C@@H]1CC[C@H](CC1)OC1=NC=CC=C1)C